(2S)-2-(9H-fluoren-9-ylmethoxycarbonylamino)-6-(hexadecanoylamino)-2-methyl-hexanoic acid C1=CC=CC=2C3=CC=CC=C3C(C12)COC(=O)N[C@](C(=O)O)(CCCCNC(CCCCCCCCCCCCCCC)=O)C